OCN1CCN(CC1)C1=CC=CC=2OCCOC21 5-(4-(hydroxymethyl)piperazin-1-yl)-2,3-dihydro-1,4-benzodioxine